C(C)N1CC(C1)O 1-ethylazetidin-3-ol